((2R,3S,4R,5R)-5-(4-aminopyrrolo[2,1-f][1,2,4]triazin-7-yl)-5-cyano-3,4-dihydroxytetrahydrofuran-2-yl)methyl 2-cyclopentylacetate C1(CCCC1)CC(=O)OC[C@H]1O[C@@]([C@@H]([C@@H]1O)O)(C#N)C1=CC=C2C(=NC=NN21)N